COC(C)OC=1C=C(C=C)C=CC1 m-(1-methoxyethoxy)styrene